tricyanoethyl phosphate P(=O)(OCC(C#N)(C#N)C#N)([O-])[O-]